benzyl (2-(1-(2-chloropyrimidin-4-yl)piperidin-4-yl)ethyl)carbamate ClC1=NC=CC(=N1)N1CCC(CC1)CCNC(OCC1=CC=CC=C1)=O